anilinopropylsilane N(C1=CC=CC=C1)CCC[SiH3]